(4S)-5-amino-4-(5-((cyclobutyl (3-(1-methyl-1H-pyrazol-4-yl) pyridin-2-yl) methyl) carbamoyl)-1-oxoisoindolin-2-yl)-5-oxopentanoate NC([C@H](CCC(=O)[O-])N1C(C2=CC=C(C=C2C1)C(NC(C1=NC=CC=C1C=1C=NN(C1)C)C1CCC1)=O)=O)=O